Pentafluoroethyl Methyl Sulfone CS(=O)(=O)C(C(F)(F)F)(F)F